2-methyl-3-(phenoxymethyl)-1,1'-biphenyl CC1=C(C=CC=C1COC1=CC=CC=C1)C1=CC=CC=C1